CC1=CC=CC(=N1)C1=C(C=CC=C1)C1=C(C(=NC(=C1C1=CC=C(C=C1)N1C2=CC=CC=C2C=2C=C(C=CC12)C)C1=CC=2N(C3=CC=CC=C3C2C=C1)C1=CC=CC=C1)C1=CC=2N(C3=CC=CC=C3C2C=C1)C1=CC=CC=C1)C1=CC=C(C=C1)N1C2=CC=CC=C2C=2C=C(C=CC12)C 9,9'-((4-(2-(6-methylpyridin-2-yl)phenyl)-2,6-bis(9-phenyl-9H-carbazol-2-yl)pyridine-3,5-diyl)bis(4,1-phenylene))bis(3-methyl-9H-carbazole)